N-formyl-1H-indole C(=O)N1C=CC2=CC=CC=C12